ClC1=C(C=CC(=C1)C#N)S(=O)(=O)N1C[C@@H]([C@@](C1)(CO)O)CC1=CC(=C(C#N)C=C1)F 4-(((3S,4R)-1-((2-chloro-4-cyanophenyl)sulfonyl)-4-hydroxy-4-(hydroxymethyl)pyrrolidin-3-yl)methyl)-2-fluorobenzonitrile